tert-butylperoxy isopropyl monocarbonate C(OOOC(C)(C)C)(OC(C)C)=O